4-(3-methoxy-1H-indazol-5-yl)-2-(prop-2-enoyl)-2,3-dihydro-1H-isoindol-1-one COC1=NNC2=CC=C(C=C12)C1=C2CN(C(C2=CC=C1)=O)C(C=C)=O